ClC=1C(=NC=CC1C1=C(C(=CC=C1)NC1=C(C(=CC=C1)CNCCO)F)Cl)C1=CC(=C(CNC[C@H]2CCC(N2)=O)C=C1)OC (R)-5-(((4-(3-chloro-4-(2-chloro-3-((2-fluoro-3-(((2-hydroxyethyl)amino)methyl)phenyl)amino)phenyl)pyridin-2-yl)-2-methoxybenzyl)amino)methyl)pyrrolidin-2-one